FC(CC1=NN2C(N=CC3=C2C(CN3C(=O)NC3=CN=NC(=C3)C(F)F)(C(F)(F)F)C)=C1)F (2,2-difluoroethyl)-N-(6-(difluoromethyl)pyridazin-4-yl)-8-methyl-8-(trifluoromethyl)-7,8-dihydro-6H-pyrazolo[1,5-a]pyrrolo[2,3-e]pyrimidine-6-carboxamide